4-(3-chloro-5-fluoro-phenoxy)-2,2-difluoro-7-(trifluoromethoxy)indan-1-one ClC=1C=C(OC2=C3CC(C(C3=C(C=C2)OC(F)(F)F)=O)(F)F)C=C(C1)F